C(C)N1N=CC(=C1O[C@H](CN(C(OC(C)(C)C)=O)C)C)C=1C=C2C(=NN(C2=CC1)C1OCCCC1)C#C[Si](C(C)C)(C(C)C)C(C)C tert-butyl N-[(2S)-2-[2-ethyl-4-[1-tetrahydropyran-2-yl-3-(2-triisopropylsilylethynyl)indazol-5-yl]pyrazol-3-yl]oxypropyl]-N-methyl-carbamate